(R)-N-(5-(4-fluorobenzo[d][1,3]dioxol-5-yl)-1-(3-hydroxybutyl)-1H-pyrazolo[3,4-b]pyridin-3-yl)pivalamide FC1=C(C=CC=2OCOC21)C=2C=C1C(=NC2)N(N=C1NC(C(C)(C)C)=O)CC[C@@H](C)O